(4S)-4-(4,4-diethyl-2-imino-6-oxo-hexahydropyrimidin-1-yl)-N-[(1R,2R)-2-hydroxy-2-methyl-indan-1-yl]-1,1-dioxo-3,4-dihydro-2H-thiochromene-6-carboxamide C(C)C1(NC(N(C(C1)=O)[C@H]1CCS(C2=CC=C(C=C12)C(=O)N[C@H]1[C@](CC2=CC=CC=C12)(C)O)(=O)=O)=N)CC